3-(diphenylphosphoryl)-1,1-dimethylpyrrolo[1,2-a]quinolin-2(1H)-one C1(=CC=CC=C1)P(=O)(C1=CC=CC=C1)C=1C(C(N2C1C=CC1=CC=CC=C21)(C)C)=O